C1CCC12CCN(CC2)CCO[C@H](C)C2=CC=C(C=N2)C2=CC=1C3=C(N=NC1C=C2F)N(C(N3C3CCOCC3)=O)C (R)-8-(6-(1-(2-(7-azaspiro[3.5]nonan-7-yl)ethoxy)ethyl)pyridin-3-yl)-7-fluoro-3-methyl-1-(tetrahydro-2H-pyran-4-yl)-1H-imidazo[4,5-c]cinnolin-2(3H)-one